Cl.N[C@@H]1CC[C@H](OC1)CN1CCC2(CN(C2)C2=NC=NC=C2OC2=C(C(=O)N(CC(F)(F)F)C(C)C)C=C(C=C2)F)CC1 2-((4-(7-(((2S,5R)-5-aminotetrahydro-2H-pyran-2-yl)methyl)-2,7-diazaspiro[3.5]nonan-2-yl)pyrimidin-5-yl)oxy)-5-fluoro-N-isopropyl-N-(2,2,2-trifluoroethyl)benzamide hydrochloride